ClC1=C2C(=C(N(C2=C(C=C1OC)F)C)C1=NN=C(N1)CCOC)N1C=NC=C1 chloro-7-fluoro-3-(1H-imidazol-1-yl)-5-methoxy-2-(5-(2-methoxyethyl)-4H-1,2,4-triazol-3-yl)-1-methyl-1H-indole